racemic-4-(4-cyano-3-(isoquinolin-4-yl)-2-oxoimidazolin-1-yl)-6-(trifluoromethyl)nicotinonitrile C(#N)[C@@H]1N(C(N(C1)C1=CC(=NC=C1C#N)C(F)(F)F)=O)C1=CN=CC2=CC=CC=C12 |r|